[15NH2][13C@@H]([13CH2][13C]1=[13CH][13CH]=[13C]([13CH]=[13CH]1)O)[13C](=O)O [13C9,15N]tyrosine